2-[(2R)-4-hydroxy-1-[(1R)-1-phenylethyl]piperidin-2-yl]acetonitrile OC1C[C@H](N(CC1)[C@H](C)C1=CC=CC=C1)CC#N